BrC1=CC(=CC=C1)CCOC 1-bromo-3-(2-methoxyethyl)benzene